BrC=1C=C(C=CC1)N1C(=NC2=C1C=CC=C2)C2=CC=CC=C2 1-(3-bromophenyl)-2-phenyl-1H-benzo[d]imidazole